2-(5-methyl-1,3,4-oxadiazol-2-yl)piperazine CC1=NN=C(O1)C1NCCNC1